FC1=C(C(=O)NC2=CC=C(C=C2)C(\C=C\C2=CC=C(C=C2)N(C)CCO)=O)C(=C(C(=C1F)F)F)F 2,3,4,5,6-Pentafluoro-N-[4-[(E)-3-[4-[2-hydroxyethyl(methyl)amino]phenyl]prop-2-enoyl]phenyl]benzamide